N-(4-bromophenyl)-2-methyl-6-nitro-aniline BrC1=CC=C(C=C1)NC1=C(C=CC=C1[N+](=O)[O-])C